BrC=1C=C(C(=NC1)C1=NC=C2N1C=CN=C2OCC(C(F)(F)F)(F)F)S(=O)(=O)CC 3-(5-bromo-3-ethylsulfonyl-2-pyridyl)-8-(2,2,3,3,3-pentafluoropropoxy)imidazo[1,5-a]pyrazine